ClC1=C(C(=CC=C1)F)C=1C(=NN(C1N)C)C (2-chloro-6-fluorophenyl)-1,3-dimethyl-1H-pyrazol-5-amine